[2H]C1=NC(=NC(=C1Cl)NC)N[C@H]1CN(CC1)C(=O)C1=CC=C(C=C1)NC(C=C)=O (R)-N-(4-(3-((4-deutero-5-chloro-6-(methylamino)pyrimidin-2-yl)amino)pyrrolidine-1-carbonyl)phenyl)acrylamide